C(=O)O.ClC1=C(C=2CC3(N(C2C=C1F)CCNC3)C3=CC=CC=C3)C3=C(C(=O)O)C=CC(=C3F)OCCO 2-((9S)-8-chloro-7-fluoro-10a-phenyl-1,2,3,4,10,10a-hexahydropyrazino[1,2-a]indol-9-yl)-3-fluoro-4-(2-hydroxyethoxy)benzoic acid formate salt